BrC1=C(C(=C(C(=C1[2H])[2H])[2H])[2H])Br 1,2-dibromobenzene-3,4,5,6-d4